B(O)(O)OC(C)(C)C(C)(C)OB(O)O pinacol bisborate